3-(Aminomethyl)-5-methylhexanoic acid NCC(CC(=O)O)CC(C)C